ethyl 2-(2-methyl-1,3,3a,4,6,6a-hexahydropyrrolo[3,4-c]pyrrol-5-yl)-5-oxo-[1,3]benzothiazolo-[3,2-a][1,6]naphthyridine-6-carboxylate CN1CC2CN(CC2C1)C=1N=CC=2C(C(=C3N(C2C1)C1=C(S3)C=CC=C1)C(=O)OCC)=O